CC1=C(C(=NC=C1)NC1=CC=C(C=C1)C(F)(F)F)C1=NOC(N1)=O 3-[4-methyl-2-[4-(trifluoromethyl)anilino]-3-pyridyl]-4H-1,2,4-oxadiazol-5-one